ClC/C=C/C(=O)NC1=C(C=C(C=C1)C(=O)N1CCC2=C(C=CC=C12)C1=CC2=C(N(C(=N2)CC)C)C=C1C(F)(F)F)C#N (E)-4-chloro-N-(2-cyano-4-(4-(2-ethyl-1-methyl-6-(trifluoromethyl)-1H-benzo[d]imidazol-5-yl)indoline-1-carbonyl)phenyl)but-2-enamide